BrC=1C=C(C2=C(C(=CO2)COC2=C(C=CC(=C2)C)CC(=O)OCC)C1)OC ethyl 2-(2-((5-bromo-7-methoxybenzofuran-3-yl)methoxy)-4-methylphenyl)acetate